(E)-4-iodoBenzaldoxime IC1=CC=C(\C=N\O)C=C1